6-[[(2S)-1-[(2S,4R)-4-hydroxy-2-[[(1S)-1-[4-(4-methyl-1,3-thiazol-5-yl)phenyl]ethyl]carbamoyl]pyrrolidin-1-yl]-3,3-dimethyl-1-oxobutan-2-yl]carbamoyl]hexanoic acid O[C@@H]1C[C@H](N(C1)C([C@H](C(C)(C)C)NC(=O)CCCCCC(=O)O)=O)C(N[C@@H](C)C1=CC=C(C=C1)C1=C(N=CS1)C)=O